Cl.FC1=CC=C(C=C1)C(=O)C=1C=NC(=NC1)N1CCNCC1 (4-fluorophenyl)(2-(piperazin-1-yl)pyrimidin-5-yl)methanone hydrochloride